6-tert-butyl-10-methoxy-2-oxo-9-(6-piperazin-1-yl-hexyloxy)-6,7-dihydrobenzo[a]Quinolizine-3-carboxylic acid ethyl ester hydrochloride Cl.C(C)OC(=O)C1=CN2C(CC3=C(C2=CC1=O)C=C(C(=C3)OCCCCCCN3CCNCC3)OC)C(C)(C)C